1,5-octadiene iridium chloride [Ir](Cl)(Cl)Cl.C=CCCC=CCC